O1CC(C1)N1CCC(CC1)C(=O)O 1-(oxetan-3-yl)piperidine-4-carboxylic acid